butyl 5-methoxy-4-((2-(4-(methoxycarbonyl)phenyl)-4-(2,2,2-trifluoroethyl)-1,4-diazepan-1-yl)methyl)-7-methyl-1H-indole-1-carboxylate COC=1C(=C2C=CN(C2=C(C1)C)C(=O)OCCCC)CN1C(CN(CCC1)CC(F)(F)F)C1=CC=C(C=C1)C(=O)OC